2-(4-{[(1r,2r)-2-hydroxycyclohexyl]amino}-7,8-dihydro-5H-thiopyrano[3,4-d]pyridazin-1-yl)-5-(trifluoromethyl)phenol O[C@H]1[C@@H](CCCC1)NC=1N=NC(=C2C1CSCC2)C2=C(C=C(C=C2)C(F)(F)F)O